CN1C=CC2=CC(=CC=C12)C(CCCO)=C 4-(1-methyl-1H-indol-5-yl)-4-penten-1-ol